(R)-6-chloro-7-(2-(((3-chloropyridin-2-yl)oxy)methyl)pyrrolidin-1-yl)-1-(5-(3-(dimethylamino)azetidin-1-yl)-4-methylpyridin-3-yl)-4-oxo-1,4-dihydroquinoline-3-carboxylic acid ClC=1C=C2C(C(=CN(C2=CC1N1[C@H](CCC1)COC1=NC=CC=C1Cl)C=1C=NC=C(C1C)N1CC(C1)N(C)C)C(=O)O)=O